C(C)(C)[Si](C(C)C)(C(C)C)C=1NC=CC1 triisopropylsilyl-pyrrole